(3-aminophenyl)(2-(benzyloxy)-3-methoxyphenyl)methanol NC=1C=C(C=CC1)C(O)C1=C(C(=CC=C1)OC)OCC1=CC=CC=C1